(S)-(5-(7-chloro-8-((2,2-difluoro-1-(2-fluorophenyl)ethyl)amino)-3-fluoro-6-methyl-1,5-naphthyridin-2-yl)pyridin-2-yl)dimethylphosphine oxide ClC1=C(N=C2C=C(C(=NC2=C1N[C@H](C(F)F)C1=C(C=CC=C1)F)C=1C=CC(=NC1)P(C)(C)=O)F)C